(S)-2-phenyl-N-(1-(3-(2-(trifluoromethyl)pyridin-4-yl)isoxazol-5-yl)ethyl)acetamide C1(=CC=CC=C1)CC(=O)N[C@@H](C)C1=CC(=NO1)C1=CC(=NC=C1)C(F)(F)F